C(C1=CC=CC=C1)N1C2=C(OCC1=O)C=CC(=C2)\C=C/C2CCN(CC2)CCC2=C(C=NC1=CC=C(N=C21)OC)F (Z)-4-benzyl-6-(2-(1-(2-(3-fluoro-6-methoxy-1,5-naphthyridin-4-yl)ethyl)piperidin-4-yl)vinyl)-2H-benzo[b][1,4]oxazin-3(4H)-one